tert-butyl N-[(1S)-2-[[(1S)-2-amino-2-oxo-1-[[(3S)-2-oxo-3-piperidyl]methyl]ethyl]amino]-1-(cyclopropylmethyl)-2-oxo-ethyl]carbamate NC([C@H](C[C@H]1C(NCCC1)=O)NC([C@H](CC1CC1)NC(OC(C)(C)C)=O)=O)=O